(1r,2s)-5'-methoxy-2-(3-{[1-methyl-3-(trifluoromethyl)-1H-pyrazol-4-yl]amino}-1H-indazol-6-yl)spiro[cyclopropan-1,3'-indol]-2'(1'H)-one COC=1C=C2[C@]3(C(NC2=CC1)=O)[C@@H](C3)C3=CC=C1C(=NNC1=C3)NC=3C(=NN(C3)C)C(F)(F)F